FC=1C(=NN(C1N)C)C(F)(F)F 4-fluoro-1-methyl-3-(trifluoromethyl)-1H-pyrazol-5-amine